P(=O)(OC[C@@H](COC(CCCCCCC\C=C/CCCCCCCC)=O)OC(CCCCCCC\C=C/CCCCCCCC)=O)(OCC[N+](C)(C)C)[O-] (R)-2,3-bis(oleoyloxy)propyl (2-(trimethylammonio)ethyl) phosphate